C(\C=C\C(=O)OCC1CCCO1)(=O)OCCCCC Fumaric acid, amyl tetrahydrofurfuryl ester